CNC(=O)C1N(C(NC1)=O)C1=NC(=CC(=C1)C(F)(F)F)C N-methyl-3-(6-methyl-4-(trifluoromethyl)pyridin-2-yl)-2-oxoimidazolidine-4-carboxamide